n-triacontyl propanoate C(CC)(=O)OCCCCCCCCCCCCCCCCCCCCCCCCCCCCCC